C(CCCCCCCCCCCCCCCC)C1=CNC(O1)=O 5-heptadecyloxazol-2(3H)-one